(S)-tert-butyl (3-(4-chlorophenyl)-1-(2,2-dimethyl-4,6-dioxo-1,3-dioxan-5-yl)-1-oxopropan-2-yl)carbamate ClC1=CC=C(C=C1)C[C@@H](C(=O)C1C(OC(OC1=O)(C)C)=O)NC(OC(C)(C)C)=O